(S)-2-amino-N-(6-(benzylsulfanyl)pyridin-3-yl)-3-phenylpropionamide hydrochloride Cl.N[C@H](C(=O)NC=1C=NC(=CC1)SCC1=CC=CC=C1)CC1=CC=CC=C1